ClC=1C(=C(C(=O)N)C=CN1)OC 2-Chloro-3-methoxyisonicotinamide